8-amino-N-(2-((2S)-2-(2-((3,4-dimethoxybenzyl)amino)-1-hydroxy-2-oxoethyl)pyrrolidin-1-yl)-2-oxoethyl)quinoline-4-carboxamide NC=1C=CC=C2C(=CC=NC12)C(=O)NCC(=O)N1[C@@H](CCC1)C(C(=O)NCC1=CC(=C(C=C1)OC)OC)O